2,4,6-trimethylbenzoyllithium phosphonate P(O)(O)=O.CC1=C(C(=O)[Li])C(=CC(=C1)C)C